Hexafluoroantimonic acid triphenyl-sulfonium salt C1(=CC=CC=C1)[S+](C1=CC=CC=C1)C1=CC=CC=C1.F[Sb-](F)(F)(F)(F)F.[H+]